OC1=CC=C2C(C(COC2=C1)C1=CC=CC=C1)C1=CC=C(C=C1)N1CCC(CC1)N1CCN(CC1)CC1=CC=C(C=C1)NC1C(NC(CC1)=O)=O 3-((4-((4-(1-(4-(7-hydroxy-3-phenylchroman-4-yl)phenyl)piperidin-4-yl)piperazin-1-yl)methyl)phenyl)amino)piperidine-2,6-dione